FC(C(C1=CC=C(C=C1)C)NS(=O)(=O)C=1C=NC=NC1)(F)F N-(2,2,2-trifluoro-1-(p-tolyl)ethyl)pyrimidine-5-sulfonamide